tert-Butyl (4-(2-((2-((2-bromo-6-methoxypyridin-3-yl)carbamoyl)-4-(trifluoro-methyl)phenyl)amino)-5-fluorophenyl)butyl)carbamate BrC1=NC(=CC=C1NC(=O)C1=C(C=CC(=C1)C(F)(F)F)NC1=C(C=C(C=C1)F)CCCCNC(OC(C)(C)C)=O)OC